tris(2,2'-bipyrimidine) ruthenium (II) [Ru+2].N1=C(N=CC=C1)C1=NC=CC=N1.N1=C(N=CC=C1)C1=NC=CC=N1.N1=C(N=CC=C1)C1=NC=CC=N1